4-hydroxy-2-methylbut-2-enamide OCC=C(C(=O)N)C